ClC=1C=NC(=NC1)N1CCC(CC1)N1C=CN(C2=CC(=CC=C12)F)C 1-(1-(5-chloropyrimidin-2-yl)piperidin-4-yl)-6-fluoro-4-methyl-1,4-dihydroquinoxaline